FC=1C=NC=CC1CC=1N=C(NC1)CC (4-((3-fluoropyridin-4-yl)methyl)-1H-imidazol-2-yl)ethan